N1=CN=CC(=C1)[C@@H]1[C@@H]([C@H]2[C@@H]3C[C@@H]3[C@@H]1O2)C(=O)NC2=CC(=CC=C2)C(F)(F)F (1S,2S,4R,5R,6S,7S)-7-(pyrimidin-5-yl)-N-[3-(trifluoromethyl)phenyl]-8-oxatricyclo[3.2.1.02,4]octane-6-carboxamide